O-butylguanosine C(CCC)O[C@H]1[C@@H](O[C@@H]([C@H]1O)CO)N1C=NC=2C(=O)NC(N)=NC12